CC=1C=NC=2CCN(CC2C1)C(=O)OC(C)(C)C tert-butyl 3-methyl-7,8-dihydro-1,6-naphthyridine-6(5H)-carboxylate